C(C)OC1CCC(CC1)OC[C@H]1[C@H](CCC2=CC=C(C(N12)=O)C)NS(=O)(=O)C |r| rac-N-[(3S,4R)-4-({[(1s,4S)-4-ethoxycyclohexyl]oxy}methyl)-7-methyl-6-oxo-1,3,4,6-tetrahydro-2H-quinolizin-3-yl]methanesulfonamide